The molecule is a monocarboxylic acid anion resulting from the removal of a proton from the carboxylic acid group of trans-heme d hydroxychlorin gamma-spirolactone. It is a conjugate base of a trans-heme d hydroxychlorin gamma-spirolactone. CC1=C(C2=CC3=NC(=CC4=C(C(=C([N-]4)C=C5C(=C(C(=N5)C=C1[N-]2)C)C=C)C)C=C)[C@]([C@]36CCC(=O)O6)(C)O)CCC(=O)[O-].[Fe]